3-Ethyl-6,8-difluoro-2-((R)-1-((S)-5-methyl-1,4-diazepan-1-yl)butyl)quinazolin-4(3H)-one C(C)N1C(=NC2=C(C=C(C=C2C1=O)F)F)[C@@H](CCC)N1CCN[C@H](CC1)C